2,2'-biphenoldiol C=1(C(=C(C(=CC1)O)O)C=1C(=CC=CC1)O)O